COC1=CC=CC=2N1C=CN2 5-methoxyimidazo[1,2-a]pyridin